4-(5-(3-((2-((3-ethoxy-3-oxopropyl)carbamoyl)-6-methoxyisoindolin-5-yl)oxy)propoxy)-6-methoxyisoindolin-2-yl)-4-oxobutanoic acid ethyl ester C(C)OC(CCC(=O)N1CC2=CC(=C(C=C2C1)OCCCOC=1C=C2CN(CC2=CC1OC)C(NCCC(=O)OCC)=O)OC)=O